2,6-dichloro-4-(2,2-dimethylpropylsulfonyl)pyridine ClC1=NC(=CC(=C1)S(=O)(=O)CC(C)(C)C)Cl